5-((2-methyl-1,4-diazepan-1-yl)sulfonyl)isoquinoline CC1N(CCCNC1)S(=O)(=O)C1=C2C=CN=CC2=CC=C1